(3R)-7-cyclopropyl-6-[(1-naphthyloxy)methyl]-4-oxo-1-thia-3a-aza-3-indanecarboxylic acid C1(CC1)C=1C(=CC(N2[C@@H](CSC12)C(=O)O)=O)COC1=CC=CC2=CC=CC=C12